BrC1=C(C(=O)OC)C=CC(=C1F)OC[C@H](C)O methyl (S)-2-bromo-3-fluoro-4-(2-hydroxypropoxy)benzoate